FC1(CCN(CC1)C1=NC(=CC(=N1)C1=NN=C(S1)C1=C(C=C(C=C1)NS(=O)(=O)CCO)N1CCC2(CC2)CC1)C)F N-(4-(5-(2-(4,4-difluoropiperidin-1-yl)-6-methylpyrimidin-4-yl)-1,3,4-thiadiazol-2-yl)-3-(6-azaspiro[2.5]octan-6-yl)phenyl)-2-hydroxyethane-1-sulfonamide